3-Methyl-5-(N-(4-benzoylbenzyl)-N-phenethylsulfamoyl)benzofuran-2-carboxylic acid CC1=C(OC2=C1C=C(C=C2)S(N(CCC2=CC=CC=C2)CC2=CC=C(C=C2)C(C2=CC=CC=C2)=O)(=O)=O)C(=O)O